2-chloro-4-((1-methyl-2-oxo-3-((4-(2,2,2-trifluoroethyl)morpholin-3-yl)methyl)-2,3-dihydro-1H-benzo[d]imidazol-5-yl)amino)nicotinonitrile ClC1=C(C#N)C(=CC=N1)NC1=CC2=C(N(C(N2CC2N(CCOC2)CC(F)(F)F)=O)C)C=C1